ON(C(=O)C1CNCC1)CC1=CC=C(C=C1)NC1=CC=C(C=C1)N1CCC(CC1)C(F)(F)F N-hydroxy-N-(4-((4-(4-(trifluoromethyl)piperidin-1-yl)phenyl)amino)benzyl)pyrrolidine-3-carboxamide